Ethyl-((tert-butoxycarbonyl) amino)-3-nitrobenzoate C(C)C1=C(C(=C(C(=O)[O-])C=C1)NC(=O)OC(C)(C)C)[N+](=O)[O-]